tert-Butyl (4S)-4-[(1R)-1-cyclobutyl-5-[methoxy(methyl)amino]-5-oxo-pentyl]-2,2-dimethyl-oxazolidine-3-carboxylate C1(CCC1)[C@@H](CCCC(=O)N(C)OC)[C@@H]1N(C(OC1)(C)C)C(=O)OC(C)(C)C